(2S)-2-[methyl-(m-tolyl)-carbamoyl]-5-oxo-pyrrolidine-1-carboxylic acid benzyl ester C(C1=CC=CC=C1)OC(=O)N1[C@@H](CCC1=O)C(N(C=1C=C(C=CC1)C)C)=O